4-[(4-methyl-2-oxo-chromen-7-yl)oxymethyl]-N-[2-oxo-2-(2-thienylmethylcarbamoylamino)ethyl]-benzamide CC1=CC(OC2=CC(=CC=C12)OCC1=CC=C(C(=O)NCC(NC(NCC=2SC=CC2)=O)=O)C=C1)=O